ClC=1C=C(C=C(C1)Cl)C1=NC(=CC(=C1)CN1CCC(CC1)NC(=O)N)OC=1C=NC(=NC1)N1CCN(CC1)C 1-(1-((2-(3,5-dichloro-phenyl)-6-((2-(4-methyl-piperazin-1-yl)pyrimidin-5-yl)oxy)pyridin-4-yl)methyl)piperidin-4-yl)urea